diethyl (mercaptomethyl)phosphonate SCP(OCC)(OCC)=O